2-amino-1-[5-(trifluoromethyl)-1,3-thiazol-4-yl]ethanone hydrochloride ethyl-5-[5-(trifluoromethyl)-1,3-thiazol-4-yl]-1,3-oxazole-4-carboxylate C(C)OC(=O)C=1N=COC1C=1N=CSC1C(F)(F)F.Cl.NCC(=O)C=1N=CSC1C(F)(F)F